C(C)(C)C1CCN(CC1)C1=NC=C(C=N1)NC12CC(C1)(C2)N N1-(2-(4-isopropylpiperidin-1-yl)pyrimidin-5-yl)bicyclo[1.1.1]pentane-1,3-diamine